CS(=O)(=O)N[C@@H]1[C@@H](N(CCC1)C(=O)OC)CO[C@@H]1CC[C@@H](CC1)C1=CC=CC=C1 methyl (2R,3S)-3-((methylsulfonyl)amino)-2-(((cis-4-phenylcyclohexyl)oxy)methyl)-piperidine-1-carboxylate